C(CNC(S)=S)NC(S)=S.[Zn] zinc ethylenebis(dithiocarbamic acid)